C(C=C)C1(CC1)C(=O)OCCC(C)CCC=C(C)C Citronellyl 1-allylcyclopropanecarboxylate